3-bromoimidazo[2,1-b]thiazole BrC=1N2C(SC1)=NC=C2